C12CN(CC(O1)C2)C2=NNC1=C2C=NC(=C1)C(C(=O)N)C (3-(6-oxa-3-azabicyclo[3.1.1]hept-3-yl)-1H-pyrazolo[4,3-c]pyridin-6-yl)propionamide